C(C)(=O)N(CCCCCNC(CCC(=O)N(O)CCCCCNC(CCC(=O)N(O)CCCCCN)=O)=O)O N'-[5-[Acetyl(hydroxy)amino]pentyl]-N-[5-[[4-[5-aminopentyl(hydroxy)amino]-4-oxobutanoyl]amino]pentyl]-N-hydroxybutandiamid